6-chloro-7-(2-fluorophenyl)-4-((2S)-2-methyl-4-(2-propenoyl)-1-piperazinyl)-1-(3-(2-methylpropyl)-2-pyridinyl)pyrido[2,3-d]pyrimidin-2(1H)-one ClC1=CC2=C(N(C(N=C2N2[C@H](CN(CC2)C(C=C)=O)C)=O)C2=NC=CC=C2CC(C)C)N=C1C1=C(C=CC=C1)F